OC1CCC(CC1)NC1=NC2=CC=CC=C2C=N1 2-(((1r,4r)-4-hydroxycyclohexyl)amino)quinazolin